C(#N)C1=CC=C(C=C1)[C@H](C)N1N=C(C2=C1N=C(NC2=O)[C@@H]2[C@H](CC2)C2=NC=CC=N2)C#N 1-((S)-1-(4-cyanophenyl)ethyl)-4-oxo-6-((1S,2S)-2-(pyrimidin-2-yl)cyclobutyl)-4,5-dihydro-1H-pyrazolo[3,4-d]pyrimidine-3-carbonitrile